nonylphenylphenylphenol C(CCCCCCCC)C1=C(C(=C(C=C1)O)C1=CC=CC=C1)C1=CC=CC=C1